9-Chloro-2-(2-(trifluoromethoxy)phenyl)-3,4-dihydro-2H-chromeno[2,3-c]pyridin-1,5-dion ClC=1C=CC=C2C(C3=C(C(N(CC3)C3=C(C=CC=C3)OC(F)(F)F)=O)OC12)=O